(R)-6-chloro-N-(6-fluoro-5-methylpyridin-3-yl)-5-(2-oxo-2-((1,1,1-trifluoropropan-2-yl)amino)acetyl)-2,3-dihydro-1H-pyrrolizine-7-carboxamide ClC1=C(N2CCCC2=C1C(=O)NC=1C=NC(=C(C1)C)F)C(C(N[C@@H](C(F)(F)F)C)=O)=O